(2'-amino-5'-chloro-3'-fluoro[1,1'-biphenyl]-4-yl)acetic acid ethyl ester C(C)OC(CC1=CC=C(C=C1)C1=C(C(=CC(=C1)Cl)F)N)=O